C[C@@H]1N(C[C@@H](C1)OC1=NC2=CC=CC=C2C=C1C)CC1=CN=C(S1)NC(C)=O N-(5-(((2S,4R)-2-methyl-4-((3-methylquinolin-2-yl)oxy)pyrrolidin-1-yl)methyl)thiazol-2-yl)acetamide